C(C(O)CO)C(C(O)=O)CCCCCCCC.C(CCCCCCC)(=O)O monocaprylate (glyceryl monocaprate)